4,4'-[1,4-phenylenedi(acetylene-2,1-diyl)]dibenzoic acid C1(=CC=C(C=C1)C#CC1=CC=C(C(=O)O)C=C1)C#CC1=CC=C(C(=O)O)C=C1